ethyl-2-(9H-purin-9-yl)acrylate C(C)OC(C(=C)N1C2=NC=NC=C2N=C1)=O